5-chloro-3-(1,1-dioxidotetrahydro-2H-thiopyran-4-yl)-1-methyl-8-(pent-4-en-1-yloxy)pyrido[2,3-d]pyridazin-2(1H)-one ClC1=C2C(=C(N=N1)OCCCC=C)N(C(C(=C2)C2CCS(CC2)(=O)=O)=O)C